C(C)C1=C(C[C@H](N)C(=O)O)C=CC(=C1)O 2-ethyl-tyrosine